COCCN1N=CC(=C1C)C1=CC(=C(C=C1)B1OC(C(O1)(C)C)(C)C)C 1-(2-methoxyethyl)-5-methyl-4-[3-methyl-4-(4,4,5,5-tetramethyl-1,3,2-dioxaborolan-2-yl)phenyl]pyrazole